bis-hydroxyisobutyrate OCC(C(=O)[O-])(C)O